3-bromobenzenealdehyde BrC=1C=C(C=CC1)C=O